(2S)-3-{1-[(tert-butoxy)carbonyl]-2-methyl-1H-indol-3-yl}-2-(methylamino)propionic acid C(C)(C)(C)OC(=O)N1C(=C(C2=CC=CC=C12)C[C@@H](C(=O)O)NC)C